methyl (2S)-3-[(3R)-5,5-dimethyl-2-oxo-pyrrolidin-3-yl]-2-[[6-(4-methoxy-1H-indole-2-carbonyl)-6-azaspiro[3.4]octane-7-carbonyl]amino]propanoate CC1(C[C@H](C(N1)=O)C[C@@H](C(=O)OC)NC(=O)C1N(CC2(CCC2)C1)C(=O)C=1NC2=CC=CC(=C2C1)OC)C